C(C)NC(CCCCCCCCCCCCCCCC(=O)NCCC(=O)O)=O 3-(17-(ethylamino)-17-oxoheptadecanamido)propanoic acid